ClC=1C(=NC=C(C(=O)NC=2SC(=C(N2)C=2SC=C(C2)Cl)N2CCN(CC2)C2CCCCC2)C1)Cl 5,6-dichloro-N-(4-(4-chlorothien-2-yl)-5-(4-cyclohexylpiperazin-1-yl)thiazol-2-yl)nicotinamide